4-((2-hydroxyethyl)sulfonamido)-N-(3-methyl-1-(3,3,3-trifluoropropyl)-1H-pyrazolo[3,4-b]pyridin-6-yl)-2-(6-azaspiro[2.5]octan-6-yl)benzamide OCCS(=O)(=O)NC1=CC(=C(C(=O)NC2=CC=C3C(=N2)N(N=C3C)CCC(F)(F)F)C=C1)N1CCC3(CC3)CC1